FC1=C(CN(C(=O)C=2C=C(N3CCCCC23)C2=CC3=C(OCO3)C=C2C(=O)N2CC3=CC=CC=C3C[C@H]2CN2CCOCC2)C2=CC=C(C=C2)O)C(=CC=C1)F (S)-N-(2,6-difluorobenzyl)-N-(4-hydroxyphenyl)-3-(6-(3-(morpholinomethyl)-1,2,3,4-tetrahydroisoquinoline-2-carbonyl)benzo[d][1,3]dioxol-5-yl)-5,6,7,8-tetrahydroindolizine-1-carboxamide